(2R)-2-benzyl-2-(trifluoromethyl)hex-5-enehydrazide C(C1=CC=CC=C1)[C@@](C(=O)NN)(CCC=C)C(F)(F)F